C(C1=CC=CC=C1)OC1=NC(=CC=C1N1C2=C(OCC1)C(=CC=N2)C2CCC1(OCCO1)CC2)OCC2=CC=CC=C2 4-(2,6-bis(benzyloxy)pyridin-3-yl)-8-(1,4-dioxaspiro[4.5]decan-8-yl)-3,4-dihydro-2H-pyrido[3,2-b][1,4]oxazine